FC=1C=2N(C=C(C1)NC(=O)C=1N=CC(=NC1)N1C[C@H]([C@@H](C1)C)NC(OC(C)(C)C)=O)C=C(N2)C tert-butyl ((3S,4R)-1-(5-((8-fluoro-2-methylimidazo[1,2-a]pyridin-6-yl)carbamoyl)pyrazin-2-yl)-4-methylpyrrolidin-3-yl)carbamate